C(C1=CC=CC=C1)(C1=CC=CC=C1)N1CC(C1)CN(C(OC(C)(C)C)=O)C tert-butyl N-[(1-benzhydrylazetidin-3-yl)methyl]-N-methyl-carbamate